4-(5-chloro-2-((1-methyl-1H-pyrazol-5-yl)amino)pyridin-4-yl)-N-(4,5-difluoro-2-(hydroxymethyl)benzyl)-1H-pyrrole-2-carboxamide ClC=1C(=CC(=NC1)NC1=CC=NN1C)C=1C=C(NC1)C(=O)NCC1=C(C=C(C(=C1)F)F)CO